(1-((methoxy-d3)methyl)cyclopropyl)methanol C(OCC1(CC1)CO)([2H])([2H])[2H]